C(C)(C)(C)OC=1C2=C(N=C(N1)OC[C@]13CCCN3C[C@@H](C1)F)C(=C(N=C2)[Sn](CCCC)(CCCC)CCCC)F 4-(tert-Butoxy)-8-fluoro-2-(((2R,7aS)-2-fluorotetrahydro-1H-pyrrolizin-7a(5H)-yl)methoxy)-7-(tributylstannyl)pyrido[4,3-d]pyrimidine